2-(trimethylsilyl)ethyl 4-(2-hydroxyethyl)piperazine-1-carboxylate OCCN1CCN(CC1)C(=O)OCC[Si](C)(C)C